FC1=C(NC2=NC(=C3NC=NC3=N2)N)C=CC=C1 2-(2-fluoroanilino)-6-aminopurine